2-(3-chloro-(trifluoromethoxy)cyclobutoxy)acetate ClC1CC(C1)(OCC(=O)[O-])OC(F)(F)F